N1C2=CC=CC=C2C=2C=3C(C=CC12)=NC1=CC=C2N=C4C=CC=CC4=C2C13 pyrrolo[2,3-c:5,4-c']dicarbazole